BrC1=C(C=C(C=C1)F)[N+](=O)[O-] bromo-4-fluoro-2-nitrobenzene